Rel-(1s,15S,16R,19s)-3-fluoro-15-{[(3-fluoroazetidin-3-yl)methyl]amino}-8,18-dioxa-11-azatetracyclo[17.2.2.02,7.011,16]tricosa-2(7),3,5-trien-10-one FC=1C=2C3CCC(OC[C@H]4[C@H](CCCN4C(COC2C=CC1)=O)NCC1(CNC1)F)CC3 |o1:9,10|